C1(CC1)C(C(F)(F)F)N1CC=C2N1C(=CC(=N2)C=2C(=NC=CC2)F)C N-(1-cyclopropyl-2,2,2-trifluoroethyl)-5-(2-fluoropyridin-3-yl)-7-methylpyrazolo[1,5-a]Pyrimidine